2-(Trimethylsilyl)ethyl-3-[(15-amino-4,7,10,13-tetraoxapentadecane-1-oyl)amino]-N-(tert-butoxycarbonyl)-D-alaninate C[Si](CCOC([C@H](NC(=O)OC(C)(C)C)CNC(CCOCCOCCOCCOCCN)=O)=O)(C)C